6-((4-((5-Cyclopropyl-3-(3,5-dichloropyridin-4-yl)isoxazol-4-yl)methoxy)bicyclo[2.2.2]octan-1-yl)methoxy)-4-(difluoromethoxy)chinolin C1(CC1)C1=C(C(=NO1)C1=C(C=NC=C1Cl)Cl)COC12CCC(CC1)(CC2)COC=2C=C1C(=CC=NC1=CC2)OC(F)F